8-bromo-3,6-dimethylquinazoline-2,4(1H,3H)-dione BrC=1C=C(C=C2C(N(C(NC12)=O)C)=O)C